(±)-2-methyl-3-[(3-methyl-2-pentylcyclopent-2-en-1-yl)oxy]propanal CC(C=O)COC1C(=C(CC1)C)CCCCC